C(C)(=O)C1=C(C=C(C=C1)Br)NC(=O)[C@@H]1[C@H](C1)C1=CC(=CC=C1)Cl (1S,2S)-N-(2-acetyl-5-bromophenyl)-2-(3-chlorophenyl)cyclopropane-1-carboxamide